7-(dimethyl-Phosphoryl)-1H-indole-6-carboxylic acid methyl ester COC(=O)C1=CC=C2C=CNC2=C1P(=O)(C)C